COC1=CC=CC=2C(NS(C21)(=O)=O)=O 7-methoxy-3-oxo-2,3-dihydro-1,2-benzisothiazole 1,1-dioxide